N-(1-(3-(cyanomethyl)-1-methylazetidin-3-yl)-3-(2-(difluoromethoxy)-5-(methylthio)phenyl)-1H-pyrazol-4-yl)pyrazolo[1,5-a]pyrimidine-3-carboxamide C(#N)CC1(CN(C1)C)N1N=C(C(=C1)NC(=O)C=1C=NN2C1N=CC=C2)C2=C(C=CC(=C2)SC)OC(F)F